C(C)P(CC)CP(CC)CC bis(diethylphosphino)methane